ClC1=CC(=C(C(=O)NC=2C=CC(=NC2)C(=O)O)C=C1Cl)OC1=C(C=C(C=C1)F)OC 5-(4,5-dichloro-2-(4-fluoro-2-methoxyphenoxy)benzoylamino)picolinic acid